1-(dimethylamino)butan-2-ol CN(CC(CC)O)C